3-(isoquinolin-3-ylamino)-1-(4-methoxybenzyl)-4,6-dihydropyrrolo[3,4-c]pyrazole-5(1H)-carboxylic acid tert-butyl ester C(C)(C)(C)OC(=O)N1CC=2N(N=C(C2C1)NC=1N=CC2=CC=CC=C2C1)CC1=CC=C(C=C1)OC